tert-butyl 7-[2-[4-(4-chlorophenyl)-5-[2-(difluoromethyl)-4-pyridinyl]-2-hydroxy-imidazol-1-yl] acetyl]-2,7-diazaspiro[3.5]nonane-2-carboxylate ClC1=CC=C(C=C1)C=1N=C(N(C1C1=CC(=NC=C1)C(F)F)CC(=O)N1CCC2(CN(C2)C(=O)OC(C)(C)C)CC1)O